2-(4-azidobutyl)-5-methylsulfanyl-1,3,4-oxadiazole N(=[N+]=[N-])CCCCC=1OC(=NN1)SC